2-(2-bromopyridin-4-yl)acetonitrile BrC1=NC=CC(=C1)CC#N